anthraquinone-2-sulphonic acid, sodium salt [Na+].C1=C(C=CC=2C(C3=CC=CC=C3C(C12)=O)=O)S(=O)(=O)[O-]